(3R,4R)-4-{[5-(2,4-difluoro-phenyl)-isoxazole-3-carbonyl]-amino}-1-ethyl-piperidine-3-carboxylic acid methyl-phenethyl-amide CN(C(=O)[C@@H]1CN(CC[C@H]1NC(=O)C1=NOC(=C1)C1=C(C=C(C=C1)F)F)CC)CCC1=CC=CC=C1